[C@@H]1(C[C@](O)([C@@H](CO)O1)P([O-])(=O)[O-])N1C(=O)NC(=O)C(C)=C1 deoxythymidine-3'-phosphonate